C(C)NC1C(CCCCC1)OC=1C=C2CN(C(C2=CC1)=O)C1C(NC(CC1)=O)=O 3-(5-((2-(ethylamino)cycloheptyl)oxy)-1-oxoisoindolin-2-yl)piperidine-2,6-dione